methyl 3-(3-(trifluoromethyl)phenoxy)quinoline-4-carboxylate FC(C=1C=C(OC=2C=NC3=CC=CC=C3C2C(=O)OC)C=CC1)(F)F